dimethylheptacosan-10-amine CC(CCCCCCCCC(CCCCCCCCCCCCCCCCC)N)C